3-(ethyl-(tetrahydro-2H-pyran-4-yl)amino)-2-methyl-5-(trans-3-(piperidin-1-yl)cyclobutoxy)benzoic acid C(C)N(C=1C(=C(C(=O)O)C=C(C1)O[C@@H]1C[C@H](C1)N1CCCCC1)C)C1CCOCC1